ClC1=CC=C2C(=N1)CS(N2C)(=O)=O 5-chloro-1-methyl-3H-isothiazolo[4,3-b]pyridine 2,2-dioxide